tri(3-hydroxypropyl)methylamine OCCCC(N)(CCCO)CCCO